C(C1=CC=CC=C1)N1C2=NC=NC(=C2N=C1C1=C(C(=NC=C1)OCCN1CCNCC1)C)OC1(CC1)C 9-benzyl-8-(3-methyl-2-(2-(piperazin-1-yl)ethoxy)pyridin-4-yl)-6-(1-methylcyclopropoxy)-9H-purine